8-methyl-2-[(6-methylpyridin-2-yl)methyl]-N-[(2R)-tetrahydrofuran-2-ylmethyl]-4,5-dihydro-2H-furo[2,3-g]indazole-7-carboxamide CC1=C(OC=2CCC3=CN(N=C3C21)CC2=NC(=CC=C2)C)C(=O)NC[C@@H]2OCCC2